CC[C@H](C)NC1=C2C(=NC(=N1)N)N(C=N2)[C@@H]3C[C@@H](C=C3)CO The molecule is a 2,6-diaminopurine that is an analogue of abacavir in which the cyclopropylamino group at position 6 of the purine moiety is replaced by an (S)-sec-butylamino group. One of a series of synthesised abacavir analogues with antiviral activity found to stimulate IFN-gamma secretion in abacavir-responsive clones. It has a role as an antiviral agent. It derives from an abacavir.